2H-pyrazol-3-yl-methanol HCl Cl.N=1NC(=CC1)CO